diethylketene C(C)C(=C=O)CC